FC=1C(=CC=2C3=C(NC(C2C1)=O)COCC3N(C(=O)C3C=1C=CC=CC1C3)C)F N-(8,9-difluoro-6-oxo-1,4,5,6-tetrahydro-2H-pyrano[3,4-c]isoquinolin-1-yl)-N-methylbicyclo[4.2.0]octa-1(6),2,4-triene-7-carboxamide